C(#N)C1=CC=C(C=C1)C#CC=1C=NC(=NC1)COC1=CC=CC(=N1)C1=CC(=C(CC2=NC3=C(N2C[C@H]2OCC2)C=C(C=C3)C(=O)O)C=C1F)F (S)-2-(4-(6-((5-((4-cyanophenyl)ethynyl)pyrimidin-2-yl)methoxy)pyridin-2-yl)-2,5-difluorobenzyl)-1-(oxetan-2-ylmethyl)-1H-benzo[d]imidazole-6-carboxylic acid